COC1=CC=C2C=CC(=CC2=C1NC(C=C)=O)C1=CC=CC(=N1)C(=O)NCCC1=C(N=CN1)C 6-[7-methoxy-8-(prop-2-enamido)naphthalen-2-yl]-N-[2-(4-methyl-1H-imidazol-5-yl)ethyl]pyridine-2-carboxamide